5-fluoro-1-(4-fluoro-2-methylphenyl)-3-(6-methoxy-2-methylpyridin-3-yl)-6-(trifluoromethyl)-2,3-dihydroquinazolin-4(1H)-one FC1=C2C(N(CN(C2=CC=C1C(F)(F)F)C1=C(C=C(C=C1)F)C)C=1C(=NC(=CC1)OC)C)=O